BrC1=CC=2C(C3=CC=CC=C3C2C=C1)(C[2H])C[2H] 2-bromo-9,9-dideuteromethylfluorene